[Br].OC(C)C1=NC=CN1C 1-hydroxyethyl-3-methylimidazole bromine salt